1-(2-ethoxy-5-fluoropyridin-4-yl)-3-(3-hydroxy-3-methylbutan-2-yl)-N-(4-methyl-1,1-dioxidotetrahydro-2H-thiopyran-4-yl)-2-oxo-2,3-dihydro-1H-benzo[d]imidazole-5-carboxamide C(C)OC1=NC=C(C(=C1)N1C(N(C2=C1C=CC(=C2)C(=O)NC2(CCS(CC2)(=O)=O)C)C(C)C(C)(C)O)=O)F